FC=1C=C(C=CC1)C1=C(N=C2N(C1=O)C(=CS2)C)[C@H](C)NNC(=O)OC(C)(C)C (S)-tert-butyl 2-(1-(6-(3-fluorophenyl)-3-methyl-5-oxo-5H-thiazolo[3,2-a]pyrimidin-7-yl)ethyl)hydrazinecarboxylate